OC=1C=C(C=CC1)C1NC2=CC=CC=C2C(N1)=O 2-(3-hydroxyphenyl)-2,3-dihydro-quinazolin-4(1H)-one